C(C)OC(=O)C1=C(N(C=C1)S(=O)(=O)C1=CC=CC=C1)CBr 2-(bromomethyl)-1-(phenylsulfonyl)-1H-pyrrole-3-carboxylic acid ethyl ester